2-chloro-5-fluoro-4-(prop-1-en-2-yl)pyridine ClC1=NC=C(C(=C1)C(=C)C)F